purine-8-imine N=1C=NC2=NC(N=C2C1)=N